perfluorohexadecanecarboxylic acid FC(C(C(C(C(C(C(C(C(C(C(C(C(C(C(C(F)(F)F)(F)F)(F)F)(F)F)(F)F)(F)F)(F)F)(F)F)(F)F)(F)F)(F)F)(F)F)(F)F)(F)F)(F)F)(C(=O)O)F